Methyl (2R,5R)-5-methyl-2-((((CIS)-4-phenylcyclohexyl)oxy)methyl)-3-(1-((2-(trimethylsilyl)ethoxy)methyl)-1H-pyrazol-5-yl)pyrrolidine-1-carboxylate C[C@@H]1CC([C@@H](N1C(=O)OC)CO[C@@H]1CC[C@@H](CC1)C1=CC=CC=C1)C1=CC=NN1COCC[Si](C)(C)C